C(C)(C)(C)SC1=CC=C(C=C1)B(O)O 4-(TERT-BUTYLTHIO)PHENYLBORONIC ACID